FC1(CC(C1)CN1N=CC(=C1)NC(=O)C=1N=C(SC1)C=1C=NNC1)F N-{1-[(3,3-difluorocyclobutyl)methyl]-1H-pyrazol-4-yl}-2-(1H-pyrazol-4-yl)-1,3-thiazole-4-carboxamide